C1=CC=CC=2C3=CC=CC=C3C(C12)COC(=O)NCCC#CC=1C=CC(=C(O[C@H]2[C@@H]([C@H]([C@@H]([C@H](O2)C(=O)OC)OC(C)=O)OC(C)=O)OC(C)=O)C1)C=O (2S,3S,4S,5R,6S)-methyl 6-(5-(4-(((9H-fluoren-9-yl)methoxy)carbonylamino) but-1-ynyl)-2-formylphenoxy)-3,4,5-triacetoxy-tetrahydro-2H-pyran-2-carboxylate